ClC1=CC=C(CCNC2=NC=C(C=N2)/C=C/C(=O)OCC)C=C1 Ethyl (E)-3-(2-((4-chlorophenethyl)amino)pyrimidin-5-yl)acrylate